3-((4-amino-8-(3-hydroxy-2,6-dimethylphenyl)pyrido[3,4-d]pyrimidin-6-yl)(methyl)amino)propanenitrile NC=1C2=C(N=CN1)C(=NC(=C2)N(CCC#N)C)C2=C(C(=CC=C2C)O)C